C1(CCCCC1)NC(C(CC1CCN(CC1)C)N(C(CCCCCCCCCCCCCCCCC)=O)C(CCCCCCC)CCCCCCC)=O N-(1-(cyclohexylamino)-3-(1-methylpiperidin-4-yl)-1-oxopropan-2-yl)-N-(pentadecan-8-yl)stearamide